N-(6-(3,3-dimethylpiperazin-1-yl)pyridazin-3-yl)-6-ethoxy-2-methylpyrazolo[1,5-a]pyridine-5-carboxamide hydrochloride Cl.CC1(CN(CCN1)C1=CC=C(N=N1)NC(=O)C1=CC=2N(C=C1OCC)N=C(C2)C)C